C(O[C@H]1[C@H](NC[C@@H]1O)CC1=CC=C(C=C1)OC)(OCC[C@H]1NCCC1)=O (2R,3S,4S)-4-hydroxy-2-[(4-methoxyphenyl)methyl]pyrrolidin-3-yl 2-[(2S)-pyrrolidin-2-yl]ethyl carbonate